ClC1=CC(=C2C(=N1)N(N=C2)C)OC 6-Chloro-4-methoxy-1-methyl-1H-pyrazolo[3,4-b]pyridine